CSC1=NN=C(S1)NC(=O)C1=C2C(=NO1)C=CC=C2 N-(5-(methylthio)-1,3,4-thiadiazol-2-yl)benzo[c]isoxazole-3-carboxamide